BrC1=NN2C(NC(CC2)=O)=C1Cl 2-bromo-3-chloro-6,7-dihydropyrazolo[1,5-a]pyrimidin-5(4H)-one